(S)-2-(3-chloro-4-fluorophenyl)-N-(3-(1-((2-ethyl-2H-pyrazolo[3,4-b]pyrazin-6-yl)amino)ethyl)phenyl)acetamide ClC=1C=C(C=CC1F)CC(=O)NC1=CC(=CC=C1)[C@H](C)NC=1C=NC=2C(N1)=NN(C2)CC